ClC1=C(C=C(OCCCN2C(=CC(=C2)N(C=2C=C(C=CC2)C)CC2=CC=C(C=C2)C)C(=O)O)C=C1C)C 1-(3-(4-chloro-3,5-dimethylphenoxy)propyl)-4-((4-methylbenzyl)(m-tolyl)amino)-1H-pyrrole-2-carboxylic acid